FC=1C=C2CCN(CC2=CC1)C1=C(C(=C(C(=C1)F)[N+](=O)[O-])F)F 6-fluoro-2-(2,3,5-trifluoro-4-nitrophenyl)-1,2,3,4-tetrahydroisoquinoline